NC=1N=C(C2=C(N1)C=CN2CC2=C(C=C(C(=O)OC)C=C2)OC)NCCCCC methyl 4-[[2-amino-4-(pentylamino) pyrrolo[3,2-d]pyrimidin-5-yl] methyl]-3-methoxy-benzoate